ClC=1C(=CC(=NC1)B(O)O)OC 5-CHLORO-4-METHOXYPYRIDINE-2-BORONIC ACID